C(C)C[Si](OC\C=C\B1OC(C(O1)(C)C)(C)C)(C)C(C)(C)C ethyl-(E)-tert-butyldimethyl-((3-(4,4,5,5-tetramethyl-1,3,2-dioxaborolan-2-yl)allyl)oxy)silane